NN1[C@@H](CCC1)C(=O)O Amino-L-proline